C(CCCCC)C1CCCC(O1)=O 6-hexyl-tetrahydro-(2H)-pyran-2-one